C(N)(=O)C=1C=C(C(=C2C3=C(NC12)CCCCC3)C3CN(CCC3)C(=O)OC(C)(C)C)F Tert-butyl 3-(4-carbamoyl-2-fluoro-5,6,7,8,9,10-hexahydrocyclohepta[b]indol-1-yl)piperidine-1-carboxylate